(R)-4-carbamoyl-thiazolidine-3-carboxylic acid tert-butyl ester C(C)(C)(C)OC(=O)N1CSC[C@H]1C(N)=O